C(C1=CC=CC=C1)N1C[C@H](CCC1)C1=CC=NC=2N1N=C(C2CNCC2CCOCC2)C (S)-1-(7-(1-benzylpiperidin-3-yl)-2-methylpyrazolo[1,5-a]pyrimidin-3-yl)-N-((tetrahydro-2H-pyran-4-yl)methyl)methylamine